2-(2,6-dioxopiperidin-3-yl)-6-(hydroxymethyl)-1-oxoisoindoline-4-carbonitrile O=C1NC(CCC1N1C(C=2C=C(C=C(C2C1)C#N)CO)=O)=O